ClC1=CC(=C(C=C1)COC1=CC=CC(=N1)C1=CC(=C(C=C1)CC1=NC=2C(=NC(=CC2)C(=O)O)N1C[C@H]1OCC1)F)F 2-[[4-[6-[(4-Chloro-2-fluoro-phenyl)methoxy]-2-pyridinyl]-2-fluoro-phenyl]methyl]-3-[[(2S)-oxetan-2-yl]methyl]imidazo[4,5-b]pyridine-5-carboxylic acid